8-Chloro-6-(2,6-difluorophenyl)-4H-[1,2,4]triazolo[1,5-a][1,4]benzodiazepine-2-carboxylic acid ClC=1C=CC2=C(C(=NCC=3N2N=C(N3)C(=O)O)C3=C(C=CC=C3F)F)C1